Methyl 4-((6-amino-2-ethoxy-8-methoxy-9H-purin-9-yl)methyl)-3-methoxybenzoate NC1=C2N=C(N(C2=NC(=N1)OCC)CC1=C(C=C(C(=O)OC)C=C1)OC)OC